C(C=C)SCC(=O)C=1C=NC=CC1 2-(allylsulfanyl)-1-(pyridin-3-yl)-1-ethanone